tellurium oleic acid C(CCCCCCC\C=C/CCCCCCCC)(=O)O.[Te]